C(C1=CC=C(C(=O)OCCCCCCC(C)C)C=C1)(=O)OCCC(C)C isopentyl isononyl terephthalate